C(C)(C)(C)OC(NOS(=O)(=O)C)=O.S(=O)(=O)(C)ON O-(mesyl)hydroxylamine tert-butyl-((mesyl)oxy)carbamate